C(C)OC(=O)C1C(N(CCC1C1CCN(CC1)C(C)=O)CC1=CC=C(C=C1)OC)C (+/-)-4-(1-acetylpiperidin-4-yl)-1-[(4-methoxyphenyl)methyl]-2-methylpiperidine-3-carboxylic acid ethyl ester